(1s,4s)-2'-bromo-4-[(5-bromopyridin-3-yl)amino]spiro[cyclohexane-1,1'-indene]-4-carboxamide BrC=1C2(C3=CC=CC=C3C1)CCC(CC2)(C(=O)N)NC=2C=NC=C(C2)Br